(1R,2S,3R)-3-((1-(2-hydroxy-4-(trifluoromethyl)phenyl)pyrido[3,4-d]pyridazin-4-yl)amino)cyclohexane-1,2-diol OC1=C(C=CC(=C1)C(F)(F)F)C1=C2C(=C(N=N1)N[C@H]1[C@@H]([C@@H](CCC1)O)O)C=NC=C2